2-(3'-(7-cyano-5-(hydroxymethyl)benzo[d]oxazol-2-yl)-2,2'-dimethyl-[1,1'-biphenyl]-3-yl)-6,7-dihydrothiazolo[5,4-c]pyridine-5(4H)-carboxylic acid tert-butyl ester C(C)(C)(C)OC(=O)N1CC2=C(CC1)N=C(S2)C=2C(=C(C=CC2)C2=C(C(=CC=C2)C=2OC1=C(N2)C=C(C=C1C#N)CO)C)C